diphenyl-4-phenylsulfanylphenylsulfonium C1(=CC=CC=C1)[S+](C1=CC=C(C=C1)SC1=CC=CC=C1)C1=CC=CC=C1